C1(CCCC1)OC(=O)N1C(CCCC1(C)C)(C)C N-(cyclopentyloxycarbonyl)-2,2,6,6-tetramethylpiperidine